p-phenylenebiscitraconimide C1(=CC=C(C=C1)CC=1C(=O)NC(C1)=O)CC=1C(=O)NC(C1)=O